tert-Butyl 4-hydroxybutyrate OCCCC(=O)OC(C)(C)C